C(CCCC)(=O)OCC(C)(COC(CCCC)=O)C neopentyl glycol dipentanate